O1CCN(C2=C1C=CC=C2)NC(=O)C=2OC1=C(C2C(C)C)C=CC=C1C1=C(C(=CC(=C1)F)F)F N-(2,3-dihydro-1,4-benzoxazin-4-yl)-3-(1-methylethyl)-7-[2,3,5-tri(fluoro)phenyl]-benzofuran-2-carboxamide